{4-[1-cyclopropyl-4-(trifluoromethyl)imidazol-2-yl]-3-fluoro-5-methoxyphenyl}methanol C1(CC1)N1C(=NC(=C1)C(F)(F)F)C1=C(C=C(C=C1OC)CO)F